N1N=NN=C1C1=C(C=CC=C1)C1=CC2=C(OCC=C[C@H]2CCC(F)(F)F)C(=C1)NC(=O)NC1=CC=C(C=C1)CC |r| (+/-)-1-(7-(2-(1H-tetrazol-5-yl)phenyl)-5-(3,3,3-trifluoropropyl)-2,5-dihydrobenzo[b]oxepin-9-yl)-3-(4-ethylphenyl)urea